ClC1=C(C#N)C(=CC=N1)NC1=CC2=C(N(C(N2CCC(C(F)(F)F)(C)O)=O)C)C=C1 2-chloro-4-((1-methyl-2-oxo-3-(4,4,4-trifluoro-3-hydroxy-3-methylbutyl)-2,3-dihydro-1H-benzo[d]imidazol-5-yl)amino)nicotinonitrile